CC1CCCC(C1)=O 5-methyl-cyclohexanone